N-[1-[5-fluoro-2-[(2-methylpyrazol-3-yl)amino]pyrimidin-4-yl]-3-methyl-indol-5-yl]prop-2-enamide FC=1C(=NC(=NC1)NC=1N(N=CC1)C)N1C=C(C2=CC(=CC=C12)NC(C=C)=O)C